6-chloro-7-[(2R)-2-[({7-chloro-1H-imidazo[4,5-c]pyridin-6-yl}oxy)methyl]pyrrolidin-1-yl]-1-{6-[3-(dimethyl-amino)azetidin-1-yl]pyridin-3-yl}-4-oxoquinoline-3-carboxylic acid ClC=1C=C2C(C(=CN(C2=CC1N1[C@H](CCC1)COC1=C(C2=C(C=N1)N=CN2)Cl)C=2C=NC(=CC2)N2CC(C2)N(C)C)C(=O)O)=O